2,5-difluoro-1H-pyrrole FC=1NC(=CC1)F